4-((1-(2-fluoro-3-(trifluoromethyl)phenyl)ethyl)amino)-2,6,6,8-tetramethyl-6,8-dihydro-7H-pyrrolo[3,2-g]quinazolin-7-one FC1=C(C=CC=C1C(F)(F)F)C(C)NC1=NC(=NC2=CC3=C(C=C12)C(C(N3C)=O)(C)C)C